OC1=CC(OC2=CC(=CC=C12)N(CC)CC)=O 4-hydroxy-7-diethylaminocoumarine